N-(3-(2'-fluoro-[1,1'-biphenyl]-4-yl)propyl)-3-methylisoxazole-5-carboxamide FC1=C(C=CC=C1)C1=CC=C(C=C1)CCCNC(=O)C1=CC(=NO1)C